C[SiH2]C1=C(C=CC=C1)O methyl-(hydroxyphenyl)silane